P(=O)(OC=1C=CC2=C(CCCC(=C2C2=CC=C(C=C2)O[C@@H]2CN(CC2)CCCF)C2=CC=C(C=C2)OC(F)(F)F)C1)(O)O [5-[4-[(3S)-1-(3-fluoropropyl) pyrrolidin-3-yl]oxyphenyl]-6-[4-(trifluoro-methoxy)phenyl]-8,9-dihydro-7H-benzo[7]annulen-2-yl] dihydrogen phosphate